BrCC(=O)C1=CC(=C(C=C1)Br)COC 2-bromo-1-(4-bromo-3-(methoxymethyl)phenyl)ethan-1-one